4-(2-bromo-4,5-difluorophenyl)-3-oxobutanoic acid BrC1=C(C=C(C(=C1)F)F)CC(CC(=O)O)=O